N-(2-acryloyloxyethyl)-3-propyl-2-pyrrolidone C(C=C)(=O)OCCN1C(C(CC1)CCC)=O